OC1=C(C(=O)NCCCCCCCC(=O)[O-])C=CC=C1.C[N+](C)(C)CC1=CC=CC=C1 N,N,N-trimethylbenzylammonium 8-(2-hydroxybenzoylamino)octanoate